NC1=C(C=C(CNC(=O)N2CCC3(NC4=CC=C(C=C4C(C3)=O)F)CC2)C=C1F)F N-(4-amino-3,5-difluorobenzyl)-6'-fluoro-4'-oxo-3',4'-dihydro-1'H-spiro[piperidine-4,2'-quinoline]-1-carboxamide